5-chloro-4-(4-fluoro-2-methoxy-5-nitrophenoxymethyl)-1,3-benzothiazole ClC=1C=CC2=C(N=CS2)C1COC1=C(C=C(C(=C1)[N+](=O)[O-])F)OC